C(\C=C\C(=O)O)(=O)O.CC(C(=O)C1=CC2=NC3=C(C=CC=C3C2=CC=C1)NC(C)C)C 7-(2-methylpropanoyl)-4-(isopropyl)aminocyclohepta[7,6-b]indole fumarate